N12CCN(C(CC1)CC2)[C@H](CCC)C2=NC1=CC=C(C=C1C(N2CC)=O)Br (R)-2-(1-(1,4-Diazabicyclo[3.2.2]nonan-4-yl)butyl)-6-bromo-3-ethylquinazolin-4(3H)-one